Cl.C(C)(C)(C)C1=CC=C(CN2CCC(=CC2)C2=C(N=C3N2C=CC=C3)C)C=C1 3-(1-(4-(tert-butyl)benzyl)-1,2,3,6-tetrahydropyridin-4-yl)-2-methylimidazo[1,2-a]pyridine hydrochloride